(R)-3-(3-chloro-4-fluorophenyl)-1-(1-(6-chloro-4-oxo-3,4-dihydrophthalazin-1-yl)ethyl)-1-(3-hydroxypropyl)urea ClC=1C=C(C=CC1F)NC(N(CCCO)[C@H](C)C1=NNC(C2=CC(=CC=C12)Cl)=O)=O